O=C1CC(N(C2=C(N1)C1=CC=CC=C1C=C2)C=2C=C(C=CC2)N(S(=O)(=O)C2=C(C=CC=C2)[N+](=O)[O-])C)=O N-[3-(2,4-dioxo-1,2,3,4-tetrahydronaphtho-[1,2-b][1,4]-diazepin-5-yl)phenyl]-N-methyl-2-nitrobenzenesulfonamide